C(#N)[C@H](C[C@H]1C(NCC1)=O)NC([C@H](CC1CC1)NC([O-])=O)=O [(1S)-2-[[(1S)-1-cyano-2-[(3S)-2-oxopyrrolidin-3-yl]ethyl]amino]-1-(cyclopropylmethyl)-2-oxo-ethyl]carbamate